2-cyclopentyl-N-[(4-fluorophenyl)-methyl]-4-methyl-7-(trifluoromethyl)-quinoline-3-carboxylic acid amide C1(CCCC1)C1=NC2=CC(=CC=C2C(=C1C(=O)NCC1=CC=C(C=C1)F)C)C(F)(F)F